dicyclopentadienyl-[2,6-difluoro-3-(1-pyrrolyl)phenyl]titanium C1(C=CC=C1)[Ti](C1=C(C(=CC=C1F)N1C=CC=C1)F)C1C=CC=C1